(1s,4s)-4-(4-iodopyrazol-1-yl)-1-methylcyclohexan-1-ol IC=1C=NN(C1)C1CCC(CC1)(O)C